(R)-4-(2-hydroxy-3-(1-methyl-1H-tetrazol-5-yl)propoxy)benzoic acid O[C@@H](COC1=CC=C(C(=O)O)C=C1)CC1=NN=NN1C